FC(C[Si](OC)(OC)OC)CF 2,3-difluoropropyltrimethoxysilane